7-chloro-3-ethyl-8-fluoro-4-methoxy-1-(4-methoxybenzyl)-1,6-naphthyridin-2(1H)-one ClC1=NC=C2C(=C(C(N(C2=C1F)CC1=CC=C(C=C1)OC)=O)CC)OC